C(CCCCCC)[O-] heptanolate